N-(3-chloro-4-(2-pyridylmethoxy)phenyl)-2-cyanoacetamide ClC=1C=C(C=CC1OCC1=NC=CC=C1)NC(CC#N)=O